FC1=CC=C(C=C1)N1C=2N=C3C=NNC3=CC2C(=C1C1CCOCC1)C1=CC=C(C(=O)O)C=C1 4-[4-(4-fluorophenyl)-5-tetrahydropyran-4-yl-2,4,10,11-tetrazatricyclo[7.3.0.03,7]dodeca-1,3(7),5,8,11-pentaen-6-yl]benzoic acid